COC1=C(C=C(C=C1)C)[C@@]1([C@@H](C1)C1=NC(=CN=C1)C)C(=O)NS(=O)(=O)C=1C=2C=CC(=NC2C=CC1)C |r| rac-(1r,2r)-1-(2-methoxy-5-methylphenyl)-2-(6-methylpyrazin-2-yl)-N-(2-methylquinoline-5-sulfonyl)cyclopropane-1-carboxamide